4-(2-(7-methoxy-1-(trifluoromethyl)-9H-pyrido[3,4-b]indol-9-yl)ethyl)piperazine-1-carboxylic acid tert-butyl ester C(C)(C)(C)OC(=O)N1CCN(CC1)CCN1C2=C(C3=CC=C(C=C13)OC)C=CN=C2C(F)(F)F